4'-(5-methyl-1H-indazol-4-yl)-2'-(2-(2-propenoyl)-2,6-diazaspiro[3.4]octan-6-yl)-5',8'-dihydrospiro[cyclobutane-1,7'-pyrano[4,3-b]pyridine]-3'-carbonitrile CC=1C(=C2C=NNC2=CC1)C1=C2C(=NC(=C1C#N)N1CC3(CN(C3)C(C=C)=O)CC1)CC1(OC2)CCC1